C=1(C(=CC=CC1)OCCO)C1=CC=CC=C1 2-(2-biphenyl)-oxyethanol